FC1=CC(=C(C=C1)C1=NC=CC2=C1CN(C2=O)C2=NC=C(C=C2)OCC(C)(C)O)OCC(F)(F)F 4-[4-fluoro-2-(2,2,2-trifluoroethoxy)phenyl]-2-[5-(2-hydroxy-2-methylpropoxy)pyridin-2-yl]-2,3-dihydro-1H-pyrrolo[3,4-c]pyridin-1-one